BrC1=CC(=C(C(=O)OC)C(=C1)Cl)CBr Methyl 4-bromo-2-(bromomethyl)-6-chlorobenzoate